C(C1=CC=CC=C1)(=O)OOC(C)CCC(C)OOC(C1=CC=CC=C1)=O 2,5-bis(benzoylperoxy)hexane